1-Chloro-2-methylpropyl propionate C(CC)(=O)OC(C(C)C)Cl